FC(C(=O)N1CC(C1)N1N=C(C2=CC=CC(=C12)C1=NC(=NO1)C1CC(C1)O)C1=CC=C(C=C1)C(F)(F)F)=C 2-fluoro-1-(3-(7-(3-(3-hydroxycyclobutyl)-1,2,4-oxadiazol-5-yl)-3-(4-(trifluoromethyl)phenyl)-1H-indazol-1-yl)azetidin-1-yl)prop-2-en-1-one